1-(2-butyloctyl) 7-(2-((4-(dimethylamino) butanoyl) oxy)-3-(((9e,12e)-octadeca-9,12-dienoyl) oxy) propyl) pimelate C(CCCCCC(=O)OCC(COC(CCCCCCC\C=C\C\C=C\CCCCC)=O)OC(CCCN(C)C)=O)(=O)OCC(CCCCCC)CCCC